C(C=C)OCC(=C)C(C)(C)C 1-(2-propenoxy)-2-tert-butyl-2-propene